NC=1C(=NC(=C(N1)N)C#N)C#N 3,5-diaminopyrazine-2,6-dicarbonitrile